N=1ON=C2C1C=CC(=C2)C2=CC=C(C(=O)NC1=CC(=C(C=C1)O)NS(=O)(=O)C1=CC=C(C=C1)F)C=C2 4-(benzo[c][1,2,5]oxadiazol-5-yl)-N-(3-((4-fluorophenyl)sulfonamido)-4-hydroxyphenyl)benzamide